ClC1=CC(=C(C=C1)C1=NC(=CC=2N=C(N(C(C21)=O)C)C)N2C[C@H](OCC2)C=2C=NC=CC2)F 5-(4-chloro-2-fluoro-phenyl)-2,3-dimethyl-7-((2R)-2-(3-pyridin-yl)-4-morpholinyl)-pyrido[4,3-d]pyrimidin-4(3H)-one